COC1=NC=2C=CC=C3C(NC(=C1)C32)=O 10-methoxy-2,9-diazatricyclo[6.3.1.04,12]dodeca-1(11),4,6,8(12),9-pentaen-3-one